C(C(C)C)(=O)O[C@@H]1CN(CC[C@@H]1C=1C(=CC(=C2C(C=C(OC12)C1=C(C=CC=C1)Cl)=O)O)O)C (3S,4R)-4-(2-(2-chlorophenyl)-5,7-dihydroxy-4-oxo-4H-chromen-8-yl)-1-methylpiperidin-3-yl isobutyrate